methoxystyrene benzoate C(C1=CC=CC=C1)(=O)O.COC=CC1=CC=CC=C1